NC1(CCC2(N(CC3=CC(=C(C=C23)OC)Cl)C[C@H](CO)C)CC1)C(=O)O (1s,4S)-4-amino-5'-chloro-2'-[(2R)-3-hydroxy-2-methylpropyl]-6'-methoxy-2',3'-dihydrospiro[cyclohexane-1,1'-isoindole]-4-carboxylic acid